C(=O)(O)CCC(=O)N1CC2=CC(=C(C(=C2C1)F)OCCCOC1=CC2=C(SC(=C2)C(CCC(=O)O)=O)C=C1OC)OC 4-(5-(3-((2-(3-carboxypropionyl)-4-fluoro-6-methoxyisoindolin-5-yl)oxy)propoxy)-6-methoxybenzo[b]thiophen-2-yl)-4-oxobutanoic acid